CNC1CCN(CC1)C(C)=O 1-(4-(methylamino)piperidin-1-yl)ethanone